(E)-4-[2-[2-[2-[2-[2-[bis(tert-butoxycarbonyl)amino]ethoxy]ethoxy]ethoxy]ethoxy]ethoxy]but-2-enoic acid C(C)(C)(C)OC(=O)N(CCOCCOCCOCCOCCOC/C=C/C(=O)O)C(=O)OC(C)(C)C